O[C@@]1(CC[C@@H]2[C@H]3CC[C@]4([C@H]([C@@H]3CC[C@@H]2C1)C[C@H]4C(C)=O)C)COC 1-((1R,2aS,2bR,4aR,6R,8aS,8bR,10aS)-6-hydroxy-6-(methoxymethyl)-10a-methylhexadecahydrocyclobuta[a]phenanthren-1-yl)ethan-1-one